C(C)(C)(C)OC(=O)N1CC(C1)C1=CC=C(C=C1)C1=NC(=NN1)C1CC1 3-[4-(3-cyclopropyl-1H-1,2,4-triazol-5-yl)phenyl]Azetidine-1-carboxylic acid tert-butyl ester